2-methyl-α-methoxyiminophenylacetate CC1=C(C=CC=C1)C(C(=O)[O-])=NOC